(R)-N-(2-(2-(4-((2-(difluoromethyl)-2H-tetrazol-5-yl)(phenyl)methyl)piperazine-1-carbonyl)pyridin-4-yl)benzo[d]oxazol-5-yl)cyclobutanecarboxamide FC(N1N=C(N=N1)[C@H](N1CCN(CC1)C(=O)C1=NC=CC(=C1)C=1OC2=C(N1)C=C(C=C2)NC(=O)C2CCC2)C2=CC=CC=C2)F